(2RS)-2-[1-oxo-6-[2-(3-pyridinyl)ethynyl]isoindolin-2-yl]-2-phenyl-N-thiazol-2-yl-acetamide O=C1N(CC2=CC=C(C=C12)C#CC=1C=NC=CC1)[C@@H](C(=O)NC=1SC=CN1)C1=CC=CC=C1 |r|